dimercaptopentane SC(CC)(CC)S